tert-butyl 3,3-difluoro-4-(4-(3-(4-methoxybenzyl)-2,4-dioxotetrahydro pyrimidin-1(2H)-yl)phenyl)piperidine-1-carboxylate FC1(CN(CCC1C1=CC=C(C=C1)N1C(N(C(CC1)=O)CC1=CC=C(C=C1)OC)=O)C(=O)OC(C)(C)C)F